C(#N)C1=CC(=C(C=C1)C1C2=C(NC(=C1C#N)C)SC1=C2C=CC=C1)OC 4-(4-cyano-2-methoxyphenyl)-2-methyl-1,4-dihydrobenzo[4,5]thieno[2,3-b]pyridine-3-Carbonitrile